4-((4-((2-(methylamino)-4-phenylthiazol-5-yl)oxy)pyridin-2-yl)amino)benzoate CNC=1SC(=C(N1)C1=CC=CC=C1)OC1=CC(=NC=C1)NC1=CC=C(C(=O)[O-])C=C1